5-(1'-(4-((3-(2,6-Dioxopiperidin-3-yl)-1-methyl-1H-indazol-6-yl)oxy)benzyl)-[4,4'-bipiperidin]-1-yl)-2-((S)-1-(3-ethoxy-4-methoxyphenyl)-2-(methylsulfonyl)ethyl)-isoindoline-1,3-dione O=C1NC(CCC1C1=NN(C2=CC(=CC=C12)OC1=CC=C(CN2CCC(CC2)C2CCN(CC2)C=2C=C3C(N(C(C3=CC2)=O)[C@H](CS(=O)(=O)C)C2=CC(=C(C=C2)OC)OCC)=O)C=C1)C)=O